1-(3,8-dihydroxyundecanoyl)2,3-diacetoxyglycerol n-Butylphosphonat C(CCC)P(O)(O)=O.OC(CC(=O)OCC(OOC(C)=O)COOC(C)=O)CCCCC(CCC)O